Cl.FC1=CC=C(C=C1)[C@@H]1N(CCC2=CC=CC=C12)C(=O)[C@H]1C[C@H]2[C@H](N(C=N2)C)CO1 ((S)-1-(4-fluorophenyl)-3,4-dihydroisoquinolin-2(1H)-yl)((3aS,6R,7aS)-3-methyl-3,3a,4,6,7,7a-hexahydropyrano[3,4-d]imidazol-6-yl)methanone hydrochloride